N-(4-(aminomethyl)pyridin-2-yl)-6-(1H-pyrazol-4-yl)benzo[d]thiazol-2-amine NCC1=CC(=NC=C1)NC=1SC2=C(N1)C=CC(=C2)C=2C=NNC2